FC(OC1=C(C=CC(=C1)F)C(C)N1C[C@@H](N(C[C@H]1CC)C1=CC(N(C=2N1N=C(C2)CC#N)C)=O)CC)F 2-(7-((2S,5R)-4-(1-(2-(difluoromethoxy)-4-fluorophenyl)ethyl)-2,5-diethylpiperazin-1-yl)-4-methyl-5-oxo-4,5-dihydropyrazolo[1,5-a]pyrimidin-2-yl)acetonitrile